C(#N)CCCC(C)C#N 1,4-Dicyanopentan